2-ethyl-N-[(1s,4s)-4-{[2-(trifluoromethyl)quinolin-4-yl]amino}cyclohexyl]benzamide C(C)C1=C(C(=O)NC2CCC(CC2)NC2=CC(=NC3=CC=CC=C23)C(F)(F)F)C=CC=C1